dichloroacetone ClC(C(C)=O)Cl